FC(C=1C=C(OC2CC(COC2)N)C=CC1)(F)F 5-(3-(trifluoromethyl)phenoxy)tetrahydro-2H-pyran-3-amine